C1(CCCC1)OC1=C(C=C2CCN([C@@H](C2=C1)CCC1=CNC2=CC=C(C=C12)C)C=O)OC (R)-7-(cyclopentyloxy)-6-methoxy-1-(2-(5-methyl-1H-indol-3-yl)ethyl)-3,4-dihydroisoquinoline-2(1H)-formaldehyde